N1-isobutyl-N3-methyl-N3-((1-((2-(trimethylsilyl)ethoxy)methyl)-1H-imidazol-4-yl)methyl)benzene-1,3-diamine C(C(C)C)NC1=CC(=CC=C1)N(CC=1N=CN(C1)COCC[Si](C)(C)C)C